Benzyl (4-(5-amino-6-((4-bromopyridin-3-yl)carbamoyl)pyrazin-2-yl)phenethyl)-carbamate NC=1N=CC(=NC1C(NC=1C=NC=CC1Br)=O)C1=CC=C(CCNC(OCC2=CC=CC=C2)=O)C=C1